Methyl-(S,E)-methyl(1-((1-((7-((2,4-difluorobenzyl)oxy)-1H-benzo[d]imidazol-2-yl)methyl)-2-oxo-1,2-dihydropyridin-3-yl)amino)-7-(dimethylamino)-1,7-dioxohept-5-en-2-yl)carbamat COC(N([C@H](C(=O)NC=1C(N(C=CC1)CC1=NC2=C(N1)C(=CC=C2)OCC2=C(C=C(C=C2)F)F)=O)CC\C=C\C(=O)N(C)C)C)=O